N-(amino(5-(2-hydroxypropan-2-yl)thiazol-2-yl)(oxo)-λ6-sulfaneylidene)-2-(2,6-diisopropyl-4-(methoxymethyl)phenyl)acetamide NS(=NC(CC1=C(C=C(C=C1C(C)C)COC)C(C)C)=O)(=O)C=1SC(=CN1)C(C)(C)O